CC(C(=O)NC[C@H]1OC([C@@H]([C@@H]1O)O)O)=C 2-Methyl-N-[[(2R,3S,4R)-3,4,5-trihydroxytetrahydrofuran-2-yl]methyl]propenamide